3-((4-(5-(chlorodifluoromethyl)-1,2,4-oxadiazol-3-yl)benzyl)amino)-4-((4-(trifluoromethoxy)phenyl)amino)cyclobut-3-ene-1,2-dione ClC(C1=NC(=NO1)C1=CC=C(CNC=2C(C(C2NC2=CC=C(C=C2)OC(F)(F)F)=O)=O)C=C1)(F)F